Tert-butyl 4-[3-[4-(2,4-dioxohexahydropyrimidin-1-yl)phenyl]prop-2-ynyl]piperazine-1-carboxylate O=C1N(CCC(N1)=O)C1=CC=C(C=C1)C#CCN1CCN(CC1)C(=O)OC(C)(C)C